N-Benzyl-1-(7-(1-benzylpiperidin-3-yl)-2-methylpyrazolo[1,5-a]pyrimidin-3-yl)methanamine C(C1=CC=CC=C1)NCC=1C(=NN2C1N=CC=C2C2CN(CCC2)CC2=CC=CC=C2)C